CN1N=CC2=CC(=CC(=C12)OC1=CC=C(C=C1)OCCOC1CCOCC1)C1=NN=CN1C 1-methyl-5-(4-methyl-1,2,4-triazol-3-yl)-7-[4-(2-tetrahydropyran-4-yloxyethoxy)phenoxy]indazole